2-(4-methoxybenzyl)-1-methyl-5-(2-methylpyridin-3-yl)-7-vinyl-1,5-dihydro-4H-imidazo[4,5-c]quinolin-4-one COC1=CC=C(CC=2N(C3=C(C(N(C=4C=C(C=CC34)C=C)C=3C(=NC=CC3)C)=O)N2)C)C=C1